1-methyl-5-(6-(trifluoromethyl)pyridin-3-yl)piperidine-2,4-dione CN1C(CC(C(C1)C=1C=NC(=CC1)C(F)(F)F)=O)=O